tert-butyl 3-bromo-5,6-dimethoxy-1H-indole-1-carboxylate BrC1=CN(C2=CC(=C(C=C12)OC)OC)C(=O)OC(C)(C)C